5-(trifluoromethyl)-2,3-dichloropyridine FC(C=1C=C(C(=NC1)Cl)Cl)(F)F